N-Methyl-triiodoacetamide CNC(C(I)(I)I)=O